tert-Butyl 7-(3-(benzyloxy)-4-(methoxycarbonyl)phenyl)-4-methyl-1,4-diazepane-1-carboxylate C(C1=CC=CC=C1)OC=1C=C(C=CC1C(=O)OC)C1CCN(CCN1C(=O)OC(C)(C)C)C